C(C)OC(C1=NC(=CC=C1NC(CC#N)=O)C#N)=O ethyl-6-cyano-3-(2-cyanoacetamido)picolinate